(S)-1-(1-((2-methoxypyrimidin-5-yl)methyl)piperidin-3-yl)-6-methyl-5-(8-methyl-[1,2,4]triazolo[1,5-a]pyridin-6-yl)-1,3-dihydro-2H-benzo[d]imidazol-2-one COC1=NC=C(C=N1)CN1C[C@H](CCC1)N1C(NC2=C1C=C(C(=C2)C=2C=C(C=1N(C2)N=CN1)C)C)=O